tert-butyl (S)-4-((S)-11-(4-fluorophenyl)-3-methoxy-6-oxo-10-(trifluoromethyl)-3,4-dihydro-2H,6H-[1,4]thiazepino[2,3,4-ij]quinazolin-8-yl)-3-methylpiperazine-1-carboxylate FC1=CC=C(C=C1)C1=C(C=C2C(=NC(N3C2=C1SC[C@H](C3)OC)=O)N3[C@H](CN(CC3)C(=O)OC(C)(C)C)C)C(F)(F)F